C(C)(C)(C)OC([C@@H](CC1=CC(=CC=C1)C#C[Si](C)(C)C)[C@@H]1CN(CC1)C(=O)OC(C)(C)C)=O tert-butyl (3R)-3-[(1S)-2-tert-butoxy-2-oxo-1-[[3-(2-trimethylsilylethynyl)phenyl]methyl]ethyl]pyrrolidine-1-carboxylate